ClC1=C(CN2[C@@H](C[C@@H](C2)F)C(=O)N)C=CC(=C1)OCC1=CC(=CC=C1)F (2S,4S)-1-(2-chloro-4-(3-fluorobenzyloxy)benzyl)-4-fluoropyrrolidine-2-carboxamide